4-amino-N-(3,5-dimethoxyphenyl)-1-[(3S)-1-prop-2-enoylpyrrolidin-3-yl]pyrazolo[3,4-d]pyrimidine-3-carboxamide NC1=C2C(=NC=N1)N(N=C2C(=O)NC2=CC(=CC(=C2)OC)OC)[C@@H]2CN(CC2)C(C=C)=O